N'-(4-(2-bromobenzoyl)-2,5-dimethylphenyl)-N-ethyl-N-methylformimidamide BrC1=C(C(=O)C2=CC(=C(C=C2C)N=CN(C)CC)C)C=CC=C1